N-(6-(5-oxo-6-(2-(trifluoromethoxy)benzyl)-5,6,7,8-tetrahydro-1,6-naphthyridin-3-yl)imidazo[1,2-b]pyridazin-2-yl)acetamide O=C1C=2C=C(C=NC2CCN1CC1=C(C=CC=C1)OC(F)(F)F)C=1C=CC=2N(N1)C=C(N2)NC(C)=O